N1C(=CC=C1)N1C=2N(C3=C(C1=O)C=NC=N3)CCN2 6-(1H-pyrrol-2-yl)-8,9-dihydroimidazo[1,2-a]pyrimido[5,4-e]pyrimidin-5(6H)-one